CN1C2=NC(=NC(=C2N=C1)C1=CC=C(C=C1)OC(F)(F)F)C1CN(C1)C(\C=C\C)=O (E)-1-(3-(9-Methyl-6-(4-(trifluoromethoxy)phenyl)-9H-purin-2-yl)azetidin-1-yl)but-2-en-1-one